Cl.FC1=CC(=C(C=C1)CN)OC1CCOCC1 (4-fluoro-2-((tetrahydro-2H-pyran-4-yl)oxy)phenyl)methanamine HCl